N1(CCOCC1)C(=O)C1=NC=C(C=N1)C(=O)N (morpholine-4-carbonyl)pyrimidine-5-carboxamide